ClC=1C=CC(=NC1)N(S(=O)(=O)CC)CC=1SC(=CN1)C=1OC(=NN1)C(F)F N-(5-chloropyridin-2-yl)-N-({5-[5-(difluoromethyl)-1,3,4-oxadiazol-2-yl]-1,3-thiazol-2-yl}methyl)ethane-1-sulfonamide